(S)-3-(1-aminoethyl)-2-phenyl-2H-pyrido[2,3-e][1,2]Thiazine-1,1-dioxide N[C@@H](C)C=1N(S(C2=C(C1)N=CC=C2)(=O)=O)C2=CC=CC=C2